diethyl-phosphoryl-ethyl-trimethoxysilane sodium 3-hydroxy-2,2'-iminodisuccinate OC(C(C(=O)[O-])NC(C(=O)[O-])CC(=O)[O-])C(=O)[O-].[Na+].C(C)P(=O)(CC)CO[Si](OC)(OC)CC.[Na+].[Na+].[Na+]